6-(2,4-dimethoxybenzyl)-2,4,5,6-tetrahydro-7H-pyrazolo[3,4-c]pyridin-7-one COC1=C(CN2C(C=3C(CC2)=CNN3)=O)C=CC(=C1)OC